methyl (2S)-2-[[(2S)-2-[(7-chloro-5-fluoro-1H-indole-2-carbonyl)amino]-3-cyclopropyl-propanoyl]amino]-3-[(3S)-2-oxo-3-piperidyl]propanoate ClC=1C=C(C=C2C=C(NC12)C(=O)N[C@H](C(=O)N[C@H](C(=O)OC)C[C@H]1C(NCCC1)=O)CC1CC1)F